N-ethyl-menthaneamide C(C)NC(=O)C1CC(CCC1C(C)C)C